1-methylpiperazine-2,6-diyl-diacetate CN1C(CNCC1CC(=O)[O-])CC(=O)[O-]